4-(((6-(3,5-bis(trifluoromethyl)-benzyl)-5-oxo-5,6,7,8-tetrahydronaphthalen-2-yl)oxy)methyl)benzoic acid FC(C=1C=C(CC2C(C=3C=CC(=CC3CC2)OCC2=CC=C(C(=O)O)C=C2)=O)C=C(C1)C(F)(F)F)(F)F